N-(5-(5-(Difluoromethyl)-1H-pyrazol-1-yl)-1,3,4-thiadiazol-2-yl)-3-methoxy-4-((2-methoxyethyl)amino)-2-oxo-2H-pyran-6-carboxamide FC(C1=CC=NN1C1=NN=C(S1)NC(=O)C1=CC(=C(C(O1)=O)OC)NCCOC)F